COC(CC1=C(C(CC1)O)CCCCC)=O 3-hydroxy-2-amyl-cyclopentenyl-acetic acid methyl ester